3-Chloro-5-(2-((2-(4-ethylpiperazin-1-yl)-5-(methoxycarbonyl)phenyl)amino)-2-oxoethoxy)benzoic acid ClC=1C=C(C(=O)O)C=C(C1)OCC(=O)NC1=C(C=CC(=C1)C(=O)OC)N1CCN(CC1)CC